4-(4-(3,9-diazabicyclo-[3.3.1]nonan-9-yl)-6-chloro-8-fluoro-2-(((2R,7aS)-2-fluorotetrahydro-1H-pyrrolizin-7a(5H)-yl)meth-oxy)quinazolin-7-yl)-7-fluorobenzo[d]thiazol-2-amine C12CNCC(CCC1)N2C2=NC(=NC1=C(C(=C(C=C21)Cl)C2=CC=C(C1=C2N=C(S1)N)F)F)OC[C@]12CCCN2C[C@@H](C1)F